FC(C=1C=CC(=NC1)OC=1C=C(CN2CCN(CC2)C(=O)N2N=C(C=C2)C(=O)O)C=CC1)(F)F 1-(4-(3-((5-(trifluoromethyl)pyridin-2-yl)oxy)benzyl)piperazine-1-carbonyl)-1H-pyrazole-3-carboxylic acid